C1(=CC=CC=C1)C1=CC=C(C=C1)C1=NOC(C1)C(=O)O 3-(4-phenylphenyl)-4,5-dihydro-1,2-oxazole-5-carboxylic acid